C(C)OC([C@H](NCC1=C(C=C(C2=NON=C21)OCC=2C(=C(C=CC2)C2=CC=CC=C2)Br)OCC=2C=NC=CC2)CO)=O N-((5-(pyridin-3-ylmethoxy)-7-((2-bromo-[1,1'-biphenyl]-3-yl)methoxy)benzo[c][1,2,5]oxadiazol-4-yl)methyl)-D-serine ethyl ester